C[C@@H]1[C@H]([C@H](C(O1)N2C=C(C(=NC2=O)N)F)OC(=O)C)OC(=O)C The molecule is a member of the class of cytidines that is a metabolite of the drug capecitabine. It has a role as a marine xenobiotic metabolite. It is an organofluorine compound, a member of cytidines and an acetate ester.